r-pyrrolo[2,3-c]quinolin C1=CNC=2C=NC=3C=CC=CC3C21